BrC1=C(OCCCNC(OC(C)(C)C)=O)C=C(C(=C1)OC)C=1OC2=C(C=CC=C2C(C1)=O)Cl tert-Butyl N-[3-[2-bromo-5-(8-chloro-4-oxo-chromen-2-yl)-4-methoxy-phenoxy]propyl]carbamate